[Te].[Se] selenium tellurium